N\C(\C(C)C(C1=C(C=CC=C1)C#N)C1=C(C=CC=C1)C#N)=N/OC(C(=O)OC)=CC(=O)OC 1,4-dimethyl 2-[[(Z)-[1-amino-2-[bis(2-cyanophenyl)methyl]propylidene]amino]oxy]but-2-enedioate